C1(CCCCC1)NCCCS(=O)(=O)[O-].[Na+] sodium 3-cyclohexylaminopropanesulfonate